ClC1=NC=C(C(=N1)N1CS(CC1)(=O)=O)C(F)(F)F 3-[2-chloro-5-(trifluoromethyl)pyrimidin-4-yl]-1,3-thiazolidine 1,1-dioxide